[Ru+2].CC1=C(C(=CC(=C1)C)C)N1C(N(CC1)C1=C(C=C(C=C1C)C)C)=C(C(P(CCCC)CCCC)Cl)CC(=C1C(=CC2=CC=CC=C12)C1=CC=CC=C1)Cl [1,3-bis-(2,4,6-trimethylphenyl)-2-imidazolidinylidene]dichloro(phenylindenylidene)(tri-n-butylphosphine) Ruthenium(II)